C(CCCCCCCCCCCCC)N1CN(C=C1)CCCCCCCCCCCCCC 1,3-ditetradecylimidazole